rac-trans-N-(4-((1-(3-chlorophenyl-ethyl)-4-methylpyrrolidin-3-yl)methoxy)phenyl)-N-methyl-methanesulfonamide p-chlorobenzyl-carbamate ClC1=CC=C(CNC(O)=O)C=C1.ClC=1C=C(C=CC1)CCN1C[C@H]([C@@H](C1)C)COC1=CC=C(C=C1)N(S(=O)(=O)C)C |r|